NC1=CC(=C(C=C1OC)C1CCN(CC1)CCCCCCCC(=O)OC(C)(C)C)F tert-butyl 8-[4-(4-amino-2-fluoro-5-methoxy-phenyl)-1-piperidyl]octanoate